eicosyl 4-iodobutyrate ICCCC(=O)OCCCCCCCCCCCCCCCCCCCC